ClC=1C=CC=2N(C1)N=C(C2)C(=O)NC2=CNC1=CC(=C(C=C21)F)F 6-chloro-N-(5,6-difluoro-1H-indol-3-yl)pyrazolo[1,5-a]pyridine-2-carboxamide